2-(2-(tetrahydro-2H-pyran-2-yl)benzyloxy)-tetrahydro-2H-pyran O1C(CCCC1)C1=C(COC2OCCCC2)C=CC=C1